4-(4-((1R,5S)-3,8-diazabicyclo[3.2.1]octan-3-yl)-8-fluoro-2-((1-(3-methoxypropyl)piperidin-4-yl)oxy)pyrido[4,3-d]pyrimidin-7-yl)naphthalen-2-ol [C@H]12CN(C[C@H](CC1)N2)C=2C1=C(N=C(N2)OC2CCN(CC2)CCCOC)C(=C(N=C1)C1=CC(=CC2=CC=CC=C12)O)F